N,N-dimethyl-N-(phenylmethyl)-oxiranylmethylammonium chloride [Cl-].C[N+](CC1=CC=CC=C1)(C)CC1OC1